C1(=CC=CC=C1)C1=CC=CC=C1.[K] Potassium biphenyl